5-([1,2,4]triazolo[1,5-a]pyridin-6-yl)-N-(2-fluoro-2-methylpropyl)-7H-pyrrolo[2,3-d]pyrimidin-2-amine N=1C=NN2C1C=CC(=C2)C2=CNC=1N=C(N=CC12)NCC(C)(C)F